methoxy-1H-indazol-6-amine CON1N=CC2=CC=C(C=C12)N